OC1=CC=C(C=C1)C(C(C)C1=CC=CC=C1)(CCC1=CC=CC=C1)C1=CC=C(C=C1)O 3,3-bis(4-hydroxyphenyl)-2,5-diphenylpentane